C(C1=CC=CC=C1)OC1=NC=C(C=C1[C@@H]1CN2[C@H](CO1)CN(CC2)C(=O)OC(C)(C)C)Cl tert-butyl (3R,9aS)-3-(2-(benzyloxy)-5-chloropyridin-3-yl)hexahydropyrazino[2,1-c][1,4]oxazine-8(1H)-carboxylate